(1-(3-(N-((5-(6-methoxypyridin-3-yl)-2,3-dihydro-1H-inden-4-yl)carbamoyl)sulfamoyl)-1H-pyrazol-1-yl)-2-methylpropan-2-yl)boronic acid COC1=CC=C(C=N1)C=1C(=C2CCCC2=CC1)NC(=O)NS(=O)(=O)C1=NN(C=C1)CC(C)(C)B(O)O